ClC=1C=CC(=C(C1)NC(=O)NC1CN(C(C1)=O)C1=CC(=CC=C1)C#N)C 1-(5-chloro-2-methylphenyl)-3-[1-(3-cyanophenyl)-5-oxopyrrolidin-3-yl]urea